ethyl 1-(3-(bromomethyl)phenyl)cyclopentane-1-carboxylate BrCC=1C=C(C=CC1)C1(CCCC1)C(=O)OCC